(S)-N-(4-cyclobutyl-1-methyl-5-(4-(trifluoromethoxy)phenyl)-1H-pyrazol-3-yl)-2-(3,3-difluorocyclobutyl)propanamide C1(CCC1)C=1C(=NN(C1C1=CC=C(C=C1)OC(F)(F)F)C)NC([C@@H](C)C1CC(C1)(F)F)=O